Lithium 5-(8-(4-isopropyl-1,3-dimethyl-2-oxo-2,3-dihydro-1H-imidazo[4,5-c]pyridin-6-yl)isoquinolin-3-yl)picolinate C(C)(C)C1=NC(=CC2=C1N(C(N2C)=O)C)C=2C=CC=C1C=C(N=CC21)C=2C=CC(=NC2)C(=O)[O-].[Li+]